1-{3-ethyl-2-fluoro-5-[(2R)-2-methylmorpholin-4-yl]phenyl}-3-[(1-ethyl-1H-pyrazol-4-yl)methyl]-4-methyl-1,3-dihydro-2H-imidazol-2-one C(C)C=1C(=C(C=C(C1)N1C[C@H](OCC1)C)N1C(N(C(=C1)C)CC=1C=NN(C1)CC)=O)F